ClC=1C=CC(=NC1)COC1=NN=C(S1)NC(=O)C=1C(=CC(=NC1)C(=O)OC(C)C)C1=C(C=CC=C1)OC isopropyl 5-([5-[(5-chloropyridin-2-yl)methoxy]-1,3,4-thiadiazol-2-yl]carbamoyl)-4-(2-methoxyphenyl)pyridine-2-carboxylate